ClC=1C=C2CN(CC2=CC1Cl)C(CCC1(C(NC(N1)=O)=O)C1=NC=CC=C1)=O 5-(3-(5,6-Dichloro-isoindolin-2-yl)-3-oxopropyl)-5-(pyridin-2-yl)imidazolidine-2,4-dione